ClC=1C=C(C=CC1Cl)NC(OC1=CC=C(C=C1)C(C)=O)=O 4-acetylphenyl (3,4-dichlorophenyl)carbamate